4-[(2-methyl-3-pyridinyl)sulfonyl]benzoic acid CC1=NC=CC=C1S(=O)(=O)C1=CC=C(C(=O)O)C=C1